3-(2-nitrobenzyloxy)-N-(pyridin-3-yl)thiophene-2-carboxamide [N+](=O)([O-])C1=C(COC2=C(SC=C2)C(=O)NC=2C=NC=CC2)C=CC=C1